[NH4+].C(C)(=O)ON(CCN(OC(C)=O)OC(C)=O)OC(C)=O.[Na+] sodium ethylenediamine tetraacetate, ammonium salt